Methyl 5-((4-(6-bromoimidazo[1,2-a]pyridin-3-yl)pyrimidin-2-yl)amino)picolinate BrC=1C=CC=2N(C1)C(=CN2)C2=NC(=NC=C2)NC=2C=CC(=NC2)C(=O)OC